BrC=1C(=CC=C2C(C(NC12)=O)=O)C 7-bromo-6-methyl-indoline-2,3-dione